C(C1=CC=CC=C1)OC1=C(C(=C(C(=C1C(F)(F)F)C)F)F)CO (2-(benzyloxy)-5,6-difluoro-4-methyl-3-(trifluoromethyl)phenyl)methanol